2-(aminomethyl)-4-bromo-5-chloro-6-fluoro-2-phenyl-2,3-dihydrobenzofuran-3-ol NCC1(OC2=C(C1O)C(=C(C(=C2)F)Cl)Br)C2=CC=CC=C2